di-ethyl 1-carbonate C(OCC)(OCC)=O